COC1=C(C=C(C=C1C)C12CCC(CC1)(CC2)CO)C (4-(4-methoxy-3,5-dimethylphenyl)bicyclo[2.2.2]oct-1-yl)methanol